O[C@H](C)C=1N=CC(=NC1)NC1=NNC(=C1)[C@@H]1C[C@@H](CC1)N(C(O)=O)C1(CC1)C.N1(N=CC=C1)C1=CC(=CC=C1)N1N=CC=C1 1,3-di(1H-pyrazolyl)benzene (1R,3S)-3-(3-((5-((R)-1-hydroxyethyl)pyrazin-2-yl)amino)-1H-pyrazol-5-yl)cyclopentyl-(1-methylcyclopropyl)carbamate